N-[(3R,4R)-1-(2-tert-butyl-5-nitro-indazol-4-yl)-4-methyl-pyrrolidin-3-yl]carbamic acid tert-butyl ester C(C)(C)(C)OC(N[C@H]1CN(C[C@H]1C)C=1C2=CN(N=C2C=CC1[N+](=O)[O-])C(C)(C)C)=O